C(C)OC(=O)C=1C=C2C(=NC1)C[C@@]1(C(NC3=NC=C(C=C31)Br)=O)C2 (S)-5'-bromo-2'-oxo-1',2',5,7-tetrahydrospiro[cyclopenta[b]pyridine-6,3'-pyrrolo[2,3-b]pyridine]-3-carboxylic acid ethyl ester